2-(acetoxy)-3-dodecyl-1,4-naphthalenedione C(C)(=O)OC=1C(C2=CC=CC=C2C(C1CCCCCCCCCCCC)=O)=O